[N+](=[N-])=C1C(C(C2=CC=CC=C2C1=O)=O)S(=O)(=O)[O-] diazonaphthoquinonesulphonate